CC1=C(C=C(C(=C1)O)C)C(CCC1=CC(=C(C=C1C)O)C)CC1=CC(=C(C=C1C)O)C 4,4'-[3-(2,5-dimethyl-4-hydroxyphenyl)butylene]bis(2,5-dimethylphenol)